FC=1C=C(C(=NC1)N1CCNCC1)OC 1-(5-fluoro-3-methoxy-2-pyridyl)piperazine